CC1=C(C(=C(C1([Hf]C1(C=CC2=CC=3CC(CC3C=C12)(C)C)CC(C)C)C)C)C)C Pentamethylcyclopentadienyl-(1-isobutyl-6,6-dimethyl-1,5,6,7-tetrahydro-s-indacenyl)hafnium